C(#N)C=1N=CC(=NC1)NC1=CC(=C(N=N1)C(=O)NC)NCC1CNCC1 6-(5-cyanopyrazin-2-ylamino)-N-methyl-4-(pyrrolidin-3-ylmethylamino)pyridazine-3-carboxamide